O1CCN(CC1)C1=CC=C(C=C1)NC=1C=2N(C=C(N1)C=1C=C(C(=O)N)C=CC1)N=CN2 3-(8-((4-morpholinophenyl)amino)-[1,2,4]Triazolo[1,5-a]Pyrazin-6-yl)benzamide